(Z)-4-(4-(5-(4-ethylbenzylidene)-2,4-dioxothiazolidin-3-yl)butanamido)benzoic acid C(C)C1=CC=C(\C=C/2\C(N(C(S2)=O)CCCC(=O)NC2=CC=C(C(=O)O)C=C2)=O)C=C1